3-(5-(1-(4-((4'-chloro-5,5-dimethyl-3,4,5,6-tetrahydro-[1,1'-biphenyl]-2-yl)methyl)piperazin-1-yl)cyclopropyl)-1-oxoisoindolin-2-yl)piperidine-2,6-dione ClC1=CC=C(C=C1)C1=C(CCC(C1)(C)C)CN1CCN(CC1)C1(CC1)C=1C=C2CN(C(C2=CC1)=O)C1C(NC(CC1)=O)=O